ClC1=CC=C2C(=N1)N(C(=C2)\C=C(/C)\[N+](=O)[O-])CC2CC2 (E)-6-chloro-1-(cyclopropylmethyl)-2-(2-nitroprop-1-en-1-yl)-1H-pyrrolo[2,3-b]pyridine